((5R,6S)-2,2-Difluoro-5-(((3-fluoro-5-(trifluoromethyl)pyridin-2-yl)amino)methyl)-6-methylmorpholino)(4-(5-fluoropyrimidin-2-yl)-1,5-dimethyl-1H-pyrazol-3-yl)methanone FC1(O[C@H]([C@H](N(C1)C(=O)C1=NN(C(=C1C1=NC=C(C=N1)F)C)C)CNC1=NC=C(C=C1F)C(F)(F)F)C)F